(6,8-Difluoro-4-(1,4-dioxa-8-azaspiro[4.5]decan-8-yl)quinolin-3-yl)(4-(methylsulfonyl)piperidin-1-yl)methanone FC=1C=C2C(=C(C=NC2=C(C1)F)C(=O)N1CCC(CC1)S(=O)(=O)C)N1CCC2(OCCO2)CC1